bis(4-aminophenyl)-2,2-dichloroethylene NC1=CC=C(C=C1)C(=C(Cl)Cl)C1=CC=C(C=C1)N